N-(3-{6-azaspiro[2.5]octane-6-yl}-4-(4-{2-[(2R,6S)-2,6-dimethylmorpholine-4-yl]-6-methylpyrimidin-4-yl}-1H-1,2,3-triazol-1-yl)phenyl)-2-hydroxyethane-1-sulfonamide C1CC12CCN(CC2)C=2C=C(C=CC2N2N=NC(=C2)C2=NC(=NC(=C2)C)N2C[C@H](O[C@H](C2)C)C)NS(=O)(=O)CCO